5-(3,5-Dimethylphenyl)-1-isopropyl-3,3,5,7-tetramethyloctahydrobenzo[c]isoxazol CC=1C=C(C=C(C1)C)C1(CC2C(N(OC2(C)C)C(C)C)C(C1)C)C